O[C@]12[C@@H]3CC[C@@H]4C[C@H](CC[C@@]4([C@H]3CC[C@@]2([C@H](CC1)C=1C=CC(OC1)=O)C)C)N(C(OCCN)=O)C 2-aminoethyl ((3S,5R,8R,9S,10S,13R,14S,17R)-14-hydroxy-10,13-dimethyl-17-(2-oxo-2H-pyran-5-yl)hexadecahydro-1H-cyclopenta[a]phenanthren-3-yl)(methyl)carbamate